4-[(2,6-difluorophenyl)methyl]-2-(4-hydroxyphenyl)-1,2,4-triazol FC1=C(C(=CC=C1)F)CN1CN(N=C1)C1=CC=C(C=C1)O